2-(4-cyclopropyl-6-methoxypyrimidin-5-yl)-7-methyl-4-((4-(1-methyl-4-(trifluoromethyl)-1H-imidazol-2-yl)benzyl)amino)-6,7-dihydropyrido[3,4-d]pyrimidin-8(5H)-one C1(CC1)C1=NC=NC(=C1C=1N=C(C2=C(N1)C(N(CC2)C)=O)NCC2=CC=C(C=C2)C=2N(C=C(N2)C(F)(F)F)C)OC